CC1(OB(OC1(C)C)C1=CC=C(C=C1)[C@@H]1CO[C@H](CN1C(=O)OC(C)(C)C)C(F)(F)F)C |r| rac-tert-Butyl (2R,5R)-5-(4-(4,4,5,5-tetramethyl-1,3,2-dioxaborolan-2-yl)phenyl)-2-(trifluoromethyl)morpholine-4-carboxylate